(cis-3-Hydroxycyclobutoxy)-2,2-dimethyl-N-(6-(1-methyl-1H-pyrazol-4-yl)pyridin-2-yl)-2,3-dihydrofuro[2,3-b]pyridine-5-carboxamide O[C@H]1C[C@H](C1)OC1C(OC2=NC=C(C=C21)C(=O)NC2=NC(=CC=C2)C=2C=NN(C2)C)(C)C